1-(3-hydroxypropyl)pyrrole OCCCN1C=CC=C1